(3,7-bis(dimethyl-amino)-10H-phenothiazine-10-carbonyl)-seryl-alanyl-alanyl-isoleucyl-lysyl-alanyl-glycyl-alanine CN(C=1C=CC=2N(C3=CC=C(C=C3SC2C1)N(C)C)C(=O)N[C@@H](CO)C(=O)N[C@@H](C)C(=O)N[C@@H](C)C(=O)N[C@@H]([C@@H](C)CC)C(=O)N[C@@H](CCCCN)C(=O)N[C@@H](C)C(=O)NCC(=O)N[C@@H](C)C(=O)O)C